N-((6-chloropyridin-3-yl)(methyl)(oxo)-λ6-sulfaneylidene)cyanamide ClC1=CC=C(C=N1)S(=NC#N)(=O)C